5-hydroxypiperidine-1-carboxylic acid tert-butyl ester C(C)(C)(C)OC(=O)N1CCCC(C1)O